5-((3,3-difluorocyclobutyl)methyl)-2-(((3,3-difluorocyclobutyl)methyl)amino)-4,5,6,7-tetrahydrothieno[3,2-c]pyridine-3-carbonitrile FC1(CC(C1)CN1CC2=C(CC1)SC(=C2C#N)NCC2CC(C2)(F)F)F